(3-chlorophenyl-2,4,5,6-d4)boronic acid ClC=1C(=C(C(=C(C1[2H])[2H])[2H])B(O)O)[2H]